NCC=1C=CC(=NC1)N1CCN(CC1)C(CCOC[C@H](C)OC1=C(C(NN=C1)=O)C(F)(F)F)=O (S)-5-((1-(3-(4-(5-(Aminomethyl)pyridin-2-yl)piperazin-1-yl)-3-oxopropoxy)propan-2-yl)oxy)-4-(trifluoromethyl)pyridazin-3(2H)-one